NC1(CC(CC(C1)(C)C)(C)N)C 1-Amino-3-amino-methyl-3,5,5-trimethylcyclohexan